(E)-methyl 5-(3-(allylamino)-3-oxoprop-1-en-1-yl)-2-methoxybenzoate C(C=C)NC(/C=C/C=1C=CC(=C(C(=O)OC)C1)OC)=O